BrC1=C(C=NN1C1CCN(CC1)C(=O)C1(CCC1)C)CNC1=C2C(N(C(C2=CC=C1)=O)C1C(NC(CC1)=O)=O)=O 4-(((5-bromo-1-(1-(1-methylcyclobutane-1-carbonyl)piperidin-4-yl)-1H-pyrazol-4-yl)methyl)amino)-2-(2,6-dioxopiperidin-3-yl)isoindoline-1,3-dione